3-(5-(1-(2-hydroxyethyl)-4-methyl-2,3-dihydro-1H-pyrrolo[2,3-b]pyridin-6-yl)-1-oxoisoindolin-2-yl)piperidine-2,6-dione formate C(=O)O.OCCN1CCC=2C1=NC(=CC2C)C=2C=C1CN(C(C1=CC2)=O)C2C(NC(CC2)=O)=O